C1OCC12CN(CC2)C=2OC(=C(N2)C(=O)OCC)CC(F)(F)F ethyl 2-(2-oxa-6-azaspiro[3.4]octan-6-yl)-5-(2,2,2-trifluoroethyl)oxazole-4-carboxylate